O1C2=C(OCC1)C=C(C=C2)NC2=NC=C(C(=N2)N2C=C(C=C2)C(=O)NC(CO)C2=CC=CC=C2)C 1-(2-((2,3-dihydrobenzo[b][1,4]dioxin-6-yl)-amino)-5-methyl-pyrimidin-4-yl)-N-(2-hydroxy-1-phenylethyl)-1H-pyrrole-3-carboxamide